C(C=C)(=O)N1C[C@@H](N(CC1)C=1C=2C(N(C(N1)=O)C=1C(=NC=CC1C)C(C)C)=NC(=C1C2OCC1)C1=C(C=CC=C1O)F)C 9-((S)-4-acryloyl-2-methylpiperazin-1-yl)-4-(2-fluoro-6-hydroxyphenyl)-6-(2-isopropyl-4-methylpyridin-3-yl)-3,6-dihydrofuro[2',3':4,5]pyrido[2,3-d]pyrimidin-7(2H)-one